C1(=CC=CC=C1)C1=CSC=2N=CN=C(C21)NCC2=CC=C(S2)S(=O)(=O)N 5-(((5-phenylthieno[2,3-d]pyrimidin-4-yl)amino)methyl)thiophene-2-sulfonamide